P(=O)(OCC1=CC=CC=C1)(OC1=CC=CC=C1)OC1=CC=CC=C1 benzyl diphenyl phosphate